N1C(=CC2=CC=CC=C12)CNC(=O)C1CCN(CC1)C1=NC(=NO1)C1=CC=C(C=C1)OC N-((1H-indol-2-yl)methyl)-1-(3-(4-methoxyphenyl)-1,2,4-oxadiazol-5-yl)piperidine-4-carboxamide